2-cyclopropyl-N-(4-morpholino-6-(3-(m-tolyl)-1H-pyrazol-1-yl)pyrimidin-2-yl)acetamide C1(CC1)CC(=O)NC1=NC(=CC(=N1)N1CCOCC1)N1N=C(C=C1)C=1C=C(C=CC1)C